3,3-dimethylbutanoyl chloride CC(CC(=O)Cl)(C)C